Tert-butyl 2-(aminomethyl)-5-(((tert-butoxycarbonyl) (cyclobutylmethyl) amino) methyl)-4H-thieno[3,2-b]pyrrole-4-carboxylate NCC1=CC=2N(C(=CC2S1)CN(CC1CCC1)C(=O)OC(C)(C)C)C(=O)OC(C)(C)C